(±)-(9S)-N-(5-chloro-2-fluoro-4-(trifluoromethyl)phenyl)-1-fluoro-9-hydroxy-6,7,8,9-tetrahydro-5H-5,8-epiminocyclohepta[c]pyridine-10-carboxamide ClC=1C(=CC(=C(C1)NC(=O)N1C2CCC1[C@H](C=1C(=NC=CC12)F)O)F)C(F)(F)F